spiro[cyclopropane-1,3'-indol]-2'(1'H)-one N1C(C2(C3=CC=CC=C13)CC2)=O